C1(CCCCC1)C1C(CCCC1)O 2-CYCLOHEXYLCYCLOHEXANOL